4-(4-(4-(2-(4-acetyl-5-methyl-3-phenyl-1H-pyrrol-2-yl)-1H-benzo[d]imidazol-6-yl)piperazin-1-yl)-[1,4'-bipiperidin]-1'-yl)-2-(2,6-dioxopiperidin-3-yl)isoindoline-1,3-dione C(C)(=O)C=1C(=C(NC1C)C1=NC2=C(N1)C=C(C=C2)N2CCN(CC2)C2CCN(CC2)C2CCN(CC2)C2=C1C(N(C(C1=CC=C2)=O)C2C(NC(CC2)=O)=O)=O)C2=CC=CC=C2